8-chloro-2-(2-phenylethyl)-5,6,7-trihydroxy-tetrahydrochromone ClC=1C(=C(C(C2C(CC(OC12)CCC1=CC=CC=C1)=O)O)O)O